C1(=CC=CC=C1)N(NC1=C([N+](=O)[O-])C=C([N+](=O)[O-])C=C1[N+](=O)[O-])C1=CC=CC=C1 1,1-diphenyl-2-picrylhydrazine